NC1=CC=C(OCC(=O)[C@@]23OC(O[C@@H]2C[C@H]2[C@@H]4C[C@@H](C5=CC(C=C[C@@]5([C@]4([C@H](C[C@]32C)O)F)C)=O)F)CCC)C=C1 (1S,2S,4R,8S,9S,11S,12R,13S,19S)-8-[2-(4-Aminophenoxy)acetyl]-12,19-difluoro-11-hydroxy-9,13-dimethyl-6-propyl-5,7-dioxapentacyclo[10.8.0.02,9.04,8.013,18]icosa-14,17-dien-16-one